(E)-N-(4-bromobenzylidene)-2-methylpropane-2-sulfinamide BrC1=CC=C(\C=N\S(=O)C(C)(C)C)C=C1